C1(=CC=C(C=C1)NC(CC1=C(C(=NO1)C1=CC=C(C=C1)OC)C1=CC=C(C=C1)OC)=O)C1=CC=C(C=C1)NC(CC1=C(C(=NO1)C1=CC=C(C=C1)OC)C1=CC=C(C=C1)OC)=O N,N'-(Biphenyl-4,4'-di-yl)bis(2-(3,4-bis(4-methoxyphenyl)isoxazol-5-yl)acetamide)